hydroxy-2-oxo-oxazolidine-4-carboxamide ON1C(OCC1C(=O)N)=O